BrC1=C(C=C2NC(C=3N(C2=C1C(F)F)C(=NN3)C)(C)C)F 8-bromo-9-difluoromethyl-7-fluoro-1,4,4-trimethyl-4,5-dihydro-[1,2,4]triazolo[4,3-a]quinoxaline